2,3-di-O-para-toluoyl-D-tartaric acid CC1=CC=C(C=C1)C(=O)O[C@@H]([C@@H](C(=O)O)OC(=O)C2=CC=C(C=C2)C)C(=O)O